(R)-N-(2-(4-Cyanothiazolidin-3-yl)-2-oxoethyl)-6-(4,4-dimethylpiperidin-1-yl)-quinoline-4-carboxamide C(#N)[C@H]1N(CSC1)C(CNC(=O)C1=CC=NC2=CC=C(C=C12)N1CCC(CC1)(C)C)=O